di-t-butylcarbodiimide C(C)(C)(C)N=C=NC(C)(C)C